CC1=C(C(=O)N[C@H](C)C2=CC(=NC3=CC=CC=C23)C2=NN(C=C2)C)C=C(C=C1)N1CC2CCC(C1)N2C 2-methyl-N-((R)-1-(2-(1-methyl-1H-pyrazol-3-yl)quinolin-4-yl)ethyl)-5-(8-methyl-3,8-diazabicyclo[3.2.1]octan-3-yl)benzamide